C1(=CC=CC=C1)C1C(C=CC=2C3=CC=CC=C3C=CC12)C1=CC=C(C=C1)C1=CC2=C(SC3=C2C=CC=C3)C(=C1)C1=C(C=CC=C1)C(F)(F)F 1-phenyl-2-(4-(4-(trifluoromethyl-phenyl)dibenzo[b,d]thiophen-2-yl)phenyl)-1H-phenanthrene